C(#N)C1=C(SC2=C1CN(CC2)CC2=CC(=CC=C2)F)NC(CC2=CC1=C(CNS1(=O)=O)C=C2)=O N-(3-Cyano-5-(3-fluorobenzyl)-4,5,6,7-tetrahydrothieno[3,2-c]pyridin-2-yl)-2-(1,1-dioxido-2,3-dihydrobenzo[d]isothiazol-6-yl)acetamid